C(CCC)OC1=CC=2N(C(=N1)NC(OC(C)(C)C)=O)N=CC2CO tert-butyl (5-butoxy-3-(hydroxymethyl)pyrazolo[1,5-c]pyrimidin-7-yl)carbamate